N-(5-(2-amino-[1,2,4]triazolo[1,5-a]pyridin-7-yl)-2-methylpyridin-3-yl)-1-benzyl-1H-pyrazole-4-carboxamide NC1=NN2C(C=C(C=C2)C=2C=C(C(=NC2)C)NC(=O)C=2C=NN(C2)CC2=CC=CC=C2)=N1